C(C1=CC=CC=C1)(=O)OCCCOC(C1=CC=CC=C1)=O 1,3-propanediol dibenzoate